3-(naphthalen-1-yloxy)-1-phenylpropan-1-one C1(=CC=CC2=CC=CC=C12)OCCC(=O)C1=CC=CC=C1